C(C)(=O)O.C(CCC)C(C)N(C)C butyl-N,N-dimethylethylamine acetate